2-(4-(phenoxymethyl)phenyl)-1-(4-(5-(4,4,5,5-tetramethyl-1,3,2-dioxaborolan-2-yl)pyridin-2-yl)piperazin-1-yl)ethan-1-one O(C1=CC=CC=C1)CC1=CC=C(C=C1)CC(=O)N1CCN(CC1)C1=NC=C(C=C1)B1OC(C(O1)(C)C)(C)C